NC1=C2N=CN(C2=NC(=N1)\C=C/OC(C)C)C1CCC(CC1)C(=O)NC=1SC=C(N1)C 4-{6-amino-2-[(Z)-2-(propan-2-yloxy)vinyl]-9H-purin-9-yl}-N-(4-methyl-1,3-thiazol-2-yl)cyclohexanecarboxamide